C1(CC1)CN[C@@H]1C[C@@H](N(CC1)CC1=C2C=CNC2=C(C=C1OC)C)C1=CC=C(C(=O)O)C=C1 4-((2R,4S)-4-((cyclopropylmethyl)amino)-1-((5-methoxy-7-methyl-1H-indol-4-yl)methyl)piperidin-2-yl)benzoic acid